propyl 4-((isobutoxycarbonyl)(methyl)amino)3-methylbutanoate C(C(C)C)OC(=O)N(CC(CC(=O)OCCC)C)C